(+)-1-(alpha-methylbenzyl)imidazole-5-carboxylic acid Ethyl ester {Ethyl 1-[(1R)-1-phenyl Ethyl]-1H-imidazole-5-carboxylate} C(C)C=1N(C(=CN1)C(=O)O)[C@H](C)C1=CC=CC=C1.C(C)OC(=O)C1=CN=CN1C(C1=CC=CC=C1)C